3-(4,4-difluoro-3-methylpiperidin-1-yl)-6,7-difluoroquinoxaline-2-carboxylic acid FC1(C(CN(CC1)C=1C(=NC2=CC(=C(C=C2N1)F)F)C(=O)O)C)F